(R)-3-(4-(2-(tetrazol-5-yl)pyridin-5-yl)-3-fluorophenyl)-5-hydroxymethyl-oxazolidin-2-one N1N=NN=C1C1=NC=C(C=C1)C1=C(C=C(C=C1)N1C(O[C@H](C1)CO)=O)F